O(S(=O)(=O)C(F)(F)F)CCC(C)C 2-isopropylethyl triflate